7-[3-({5-[(2-Methoxyethyl)(methyl)amino]pyridin-2-yl}carbamoyl)azetidin-1-yl]-5-methyl-4-oxo-1-(1,2,4-thiadiazol-5-yl)-1,4-dihydro-1,8-naphthyridine-3-carboxylic acid COCCN(C=1C=CC(=NC1)NC(=O)C1CN(C1)C1=CC(=C2C(C(=CN(C2=N1)C1=NC=NS1)C(=O)O)=O)C)C